C(C1=CC=CC=C1)OC1=NC=CC2=CN=C(C=C12)Cl 1-(benzyloxy)-7-chloro-2,6-naphthyridine